N-(2-(benzyloxy)ethyl)-5-bromo-1,2,6-trimethyl-1H-benzo[d]imidazol-4-amine C(C1=CC=CC=C1)OCCNC1=C(C(=CC=2N(C(=NC21)C)C)C)Br